3,4-Dimethylpiperazin CC1CNCCN1C